2,4-dioxotetrahydropyrimidine O=C1NCCC(N1)=O